N-ethyl-2-(3-(5-(5-fluoropyridin-3-yl)-1,3,4-thiadiazol-2-yl)-6-oxopyridazin-1(6H)-yl)acetamide C(C)NC(CN1N=C(C=CC1=O)C=1SC(=NN1)C=1C=NC=C(C1)F)=O